rac-5-cyclopropyl-2-(trans-2-hydroxycyclopentyl)-6-(4-(1-methyl-1H-1,2,3-triazol-4-yl)benzyl)isoindolin-1-one C1(CC1)C=1C=C2CN(C(C2=CC1CC1=CC=C(C=C1)C=1N=NN(C1)C)=O)[C@H]1[C@@H](CCC1)O |r|